2'-chloro-N-(5-cyano-4-(2-(dimethylamino)ethoxy)pyridin-2-yl)-4'-(5-methyl-1,2,4-oxadiazol-3-yl)-[1,1'-biphenyl]-4-carboxamide ClC1=C(C=CC(=C1)C1=NOC(=N1)C)C1=CC=C(C=C1)C(=O)NC1=NC=C(C(=C1)OCCN(C)C)C#N